N1(N=CC=C1)C1=CC=C(N=N1)NC(NC=1SC(=C(C1C(=O)OCC)C)C1=CC=C(C=C1)[N+](=O)[O-])=O ethyl 2-(3-(6-(1H-pyrazol-1-yl)pyridazin-3-yl)ureido)-4-methyl-5-(4-nitro phenyl)thiophene-3-carboxylate